6-chloro-7-(5-chloro-2-(4-chloro-1H-1,2,3-triazol-1-yl)phenyl)-2,3-dihydrofuro[3,2-b]pyridin ClC=1C(=C2C(=NC1)CCO2)C2=C(C=CC(=C2)Cl)N2N=NC(=C2)Cl